5-Bromo-3-formyl-1H-pyrrolo[2,3-b]pyridine-1-carboxylic acid tert-butyl ester C(C)(C)(C)OC(=O)N1C=C(C=2C1=NC=C(C2)Br)C=O